C(C=C)OP(=O)([O-])[O-].[Na+].[Na+] sodium allylphosphate